9,9',9''-(4-(dibenzo[b,d]thiophen-4-yl)-6-(9-phenyl-9H-carbazol-3-yl)pyridine-2,3,5-triyl)tris(9H-carbazole-3,6-dicarbonitrile) C1=CC=C(C=2SC3=C(C21)C=CC=C3)C3=C(C(=NC(=C3N3C2=CC=C(C=C2C=2C=C(C=CC32)C#N)C#N)C=3C=CC=2N(C1=CC=CC=C1C2C3)C3=CC=CC=C3)N3C2=CC=C(C=C2C=2C=C(C=CC32)C#N)C#N)N3C2=CC=C(C=C2C=2C=C(C=CC32)C#N)C#N